C1CN(C2=CC=CC=C21)N Aminoindoline